COCOC1=CC(=CC2=C1C(CO2)C)C=O 4-[(Methoxymethyl)oxy]-3-methyl-2,3-dihydrobenzofuran-6-carbaldehyde